OC[C@H](C1=CC=CC=C1)NC1=CC(=NC=C1C1=NC(=NO1)C12CCN(CC1)CC2)NC2=CC=C1C(=N2)NN(C1=O)C(C)C (S)-6-((4-((2-Hydroxy-1-phenylethyl)amino)-5-(3-(quinuclidin-4-yl)-1,2,4-oxadiazol-5-yl)pyridin-2-yl)amino)-2-isopropyl-1,2-dihydro-3H-pyrazolo[3,4-b]pyridin-3-one